C1N[C@@H](CC=2C3=CC=CC=C3NC12)C(=O)O (3S)-1,2,3,4-tetrahydro-β-carboline-3-carboxylic acid